C1(CCCCC1)C[C@@H](C(=O)NN)NC(OC(C)(C)C)=O (S)-tert-butyl (3-cyclohexyl-1-hydrazinyl-1-oxo-propan-2-yl)carbamate